butyl 5-[[(3R)-1-tert-butoxycarbonyl-3-piperidyl]amino]pyridine-2-carboxylate C(C)(C)(C)OC(=O)N1C[C@@H](CCC1)NC=1C=CC(=NC1)C(=O)OCCCC